C(C)(C)(C)OC(=O)NC1=C(C=2C(=[N+](C=C(C2)F)[O-])S1)C#N 2-((tert-Butoxycarbonyl)amino)-3-cyano-5-fluorothieno[2,3-b]pyridine 7-oxide